(2R,4R*)-4-(2-aminooxazolo[4,5-c]pyridin-7-yl)-2-((S)-6,8-dichloro-1-methyl-1,2,3,4-tetrahydroisoquinoline-2-carbonyl)morpholine 4-oxide NC=1OC2=C(C=NC=C2[N@@+]2(C[C@@H](OCC2)C(=O)N2[C@H](C3=C(C=C(C=C3CC2)Cl)Cl)C)[O-])N1 |o1:9|